COC1=C(C=CC=C1)C1=CC(=NN1)C(=O)NC1=CC(=CC=C1)NS(=O)(=O)C 5-(2-methoxyphenyl)-N-(3-(methylsulfonamido)phenyl)-1H-pyrazole-3-carboxamide